FC1=C(CN(C2CCC(CC2)NS(=O)(=O)C=2C=NC(=CC2)N2CCC3(CCCO3)CC2)C)C=CC=C1 N-((1r,4r)-4-((2-Fluorobenzyl)(methyl)amino)cyclohexyl)-6-(1-oxa-8-azaspiro[4.5]decan-8-yl)pyridine-3-sulfonamide